(1r,3r)-3-(2-(6-Chloro-4-(((cyclobutylmethyl)amino)methyl)pyridin-2-yl)-3-oxoisoindolin-5-yl)-3-((4-methyl-4H-1,2,4-triazol-3-yl)methyl)cyclobutane-1-carbonitrile ClC1=CC(=CC(=N1)N1CC2=CC=C(C=C2C1=O)C1(CC(C1)C#N)CC1=NN=CN1C)CNCC1CCC1